CN(C1CC2CCC(C1)N2C2=NC=CC(=N2)NC=2C=C1C=NNC1=CC2)C N-(2-(3-(dimethylamino)-8-azabicyclo[3.2.1]oct-8-yl)pyrimidin-4-yl)-1H-indazol-5-amine